titanium hydroxy chloride OCl.[Ti]